1-(3-cyano-5-(trifluoromethyl)phenyl)-3-(2-(1-methyl-1H-imidazo[1,2-b]pyrazole-7-carbonyl)-2-azaspiro[3.3]heptan-6-yl)urea C(#N)C=1C=C(C=C(C1)C(F)(F)F)NC(=O)NC1CC2(CN(C2)C(=O)C2=C3N(N=C2)C=CN3C)C1